C(C)N1C(C(N(CC1)C(=O)N[C@@H](C(=O)N[C@@H]1B(OC2=C(C1)C=CC=C2C(=O)O)O)C2=NC=C(C=C2)P(=O)(O)O)=O)=O (R)-3-((R)-2-(4-ethyl-2,3-dioxopiperazine-1-carboxamido)-2-(5-phosphonopyridin-2-yl)acetamido)-2-hydroxy-3,4-dihydro-2H-benzo[e][1,2]oxaborinine-8-carboxylic acid